(2R)-2-(N-(2-fluoro-4-(1,2,4-oxadiazol-3-yl)benzyl)-4-chlorobenzenesulfonylamino)-5,5,5-trifluoropentanamide FC1=C(CN([C@@H](C(=O)N)CCC(F)(F)F)S(=O)(=O)C2=CC=C(C=C2)Cl)C=CC(=C1)C1=NOC=N1